6-(7-bromo-2,6-dichloro-8-fluoroquinazolin-4-yl)-1-oxa-6-azaspiro[3.5]nonane BrC1=C(C=C2C(=NC(=NC2=C1F)Cl)N1CC2(CCO2)CCC1)Cl